C(C)OC=1C=C(C=CC1O)C=CC(=O)C1=CC=C(C=C1)F 3-(3-Ethoxy-4-hydroxyphenyl)-1-(4-fluorophenyl)prop-2-en-1-one